N,N-dimethyl-N-dodecyl-amine oxide C[N+](CCCCCCCCCCCC)(C)[O-]